IC(O[SiH3])(I)I triiodomethoxysilane